1-(1,3-benzodioxolan-5-yl)-N,N-dimethylpropane-2-amine O1COC2=C1C=CC(=C2)CC(C)N(C)C